C1(=CC=CC=2SC3=CC=CC=C3SC12)C1=CC(=C(C=C1)C1=CC(=CC=C1)N1C2=CC=CC=C2C=2C=CC=CC12)N1C2=CC=CC=C2C=2C=CC=CC12 9,9'-(4-(thianthren-1-yl)-[1,1'-biphenyl]-2,3'-diyl)bis(9H-carbazole)